Cl.NCC=1C=C(C=CC1)B(O)O 3-aminomethylphenylboronic acid, hydrochloride